BrC[C@@H]1CC[C@H](CC1)CBr Trans-1,4-dibromomethyl-cyclohexane